[Ca+2].[Cl-].[Ca+2].[Cl-].[Cl-].[Cl-] calcium chloride, calcium salt